C(CCC)C(=O)O butyl-carboxylic acid